FC1(CCN(CCC1)C1=C(C(=O)NC2=CC(=CC=C2)[S@@](=O)(=N)C)C(=C(C=N1)N1CC(C1)(F)F)C)F (R)-2-(4,4-difluoroazepan-1-yl)-5-(3,3-difluoroazetidin-1-yl)-4-methyl-N-(3-(S-methylsulfonimidoyl)phenyl)nicotinamide